CSC=1CCCN1 5-(methylthio)-3,4-dihydro-2H-pyrrole